C(CCC(=O)O)(=O)O.C(CCC(=O)O)(=O)O.ClC=1C=CC(=C(CN2C[C@@H](CC2)CN)C1)OCC(C)C (S)-(1-(5-chloro-2-isobutoxybenzyl)pyrrolidin-3-yl)methanamine disuccinate